(pyrrolidin-1-yl)benzonitrile N1(CCCC1)C1=C(C#N)C=CC=C1